NC1=CC=C(C=C1)S(=O)(=O)N(CCO[C@H]1O[C@H]2[C@@]34C([C@@H](CC[C@H]3[C@H]1C)C)CC[C@@](OO4)(O2)C)C2=NC=NC(=C2OC)OC 4-Amino-N-(5,6-dimethoxypyrimidin-4-yl)-N-(2-(((3R,6R,8aS,9R,10S,12R,12aR)-3,6,9-trimethyldecahydro-12H-3,12-epoxy[1,2]dioxepino[4,3-i]isochromen-10-yl)oxy)ethyl)benzenesulfonamide